methyl (Z)-[4-[3-(4-cyclopropylphenyl)-3-(4-iodophenyl)allyloxy]-2-methylphenoxy]-acetate C1(CC1)C1=CC=C(C=C1)/C(=C/COC1=CC(=C(OCC(=O)OC)C=C1)C)/C1=CC=C(C=C1)I